C(CCC)N(C1=CC=C(C=C1)C1=C(C(OC1(C)C)=C(C#N)C#N)C#N)CCCO 2-(4-(4-(butyl(3-hydroxypropyl)amino)phenyl)-3-cyano-5,5-dimethylfuran-2(5H)-ylidene)malononitrile